ClC=1C=C2C=C(NC2=CC1)CNC(N(C)C1CN(CCC1)C(CS(=O)(=O)CC)=O)=O 3-[(5-chloro-1H-indol-2-yl)methyl]-1-{1-[2-(ethanesulfonyl)acetyl]piperidin-3-yl}-1-methylurea